COS(=O)(=O)CC1CC2(C1)CC(C2)NC(=O)NCC2=CC=C(C=C2)OC (6-(3-(4-methoxybenzyl)ureido)spiro[3.3]Hept-2-yl)methanesulfonic acid methyl ester